2-(3,5-Dichloro-4-(4-hydroxy-3-(trifluoromethyl)phenoxy)phenyl)-3,5-dioxo-2,3,4,5-Tetrahydro-1,2,4-triazine-6-carbonitrile ClC=1C=C(C=C(C1OC1=CC(=C(C=C1)O)C(F)(F)F)Cl)N1N=C(C(NC1=O)=O)C#N